CC=1N=C(N=NC1C1=C(C=C(C=C1)C(F)(F)F)O)N1C2(CC2)COCC1 2-(5-methyl-3-(7-oxa-4-azaspiro[2.5]octan-4-yl)-1,2,4-triazin-6-yl)-5-(trifluoromethyl)phenol